(S)-1-(3-fluoro-4-methylphenyl)-6-methyl-N-(5-methyl-4-oxo-2,3,4,5-tetrahydro-pyrido[3,2-b][1,4]oxazepin-3-yl)-4-oxo-1,4-dihydropyridazine-3-carboxamide FC=1C=C(C=CC1C)N1N=C(C(C=C1C)=O)C(=O)N[C@@H]1C(N(C2=C(OC1)C=CC=N2)C)=O